CN1C=C(C=2C(N(C=C(C21)C)C)=O)C(=O)N[C@@H]2C[C@@H](CCC2)C2=CC=CC=C2 |r| 1,5,7-trimethyl-4-oxo-N-[rac-(1S,3R)-3-phenylcyclohexyl]-4,5-dihydro-1H-pyrrolo[3,2-c]pyridine-3-carboxamide